C1(CC1)OCC1=C(C=C(C=C1)NC(C1=C(C=CC(=C1)B1OC(C(O1)(C)C)(C)C)F)=O)F N-(4-(cyclopropoxymethyl)-3-fluorophenyl)-2-fluoro-5-(4,4,5,5-tetramethyl-1,3,2-dioxaborolan-2-yl)benzamide